C(C)(C)N1C(C(C2=CC(=CC=C12)[N+](=O)[O-])=O)=O 1-isopropyl-5-nitro-indoline-2,3-dione